tert-butyl (S)-2-((((9H-fluoren-9-yl)methoxy)carbonyl)amino)-3-(6-cyano-5-methoxypyridin-3-yl)propanoate C1=CC=CC=2C3=CC=CC=C3C(C12)COC(=O)N[C@H](C(=O)OC(C)(C)C)CC=1C=NC(=C(C1)OC)C#N